FC1=C(CO)C=C(C=C1F)F 2,3,5-trifluoro-benzyl alcohol